CC(C(CN1C(NC2=NC=C(C=C21)C2=CC(=C(C=C2)OC)C)=O)=O)(C)C 1-(3,3-Dimethyl-2-oxo-butyl)-6-(4-methoxy-3-methyl-phenyl)-3H-imidazo[4,5-b]pyridin-2-one